ClC=1C(=C(C(=CC1)C(F)F)C1=CN=CC(=N1)C(=O)NC=1C=NN(C1)CC=1C=NC(=CC1)N1CC(CC1)O)F 6-(3-Chloro-6-(difluoromethyl)-2-fluorophenyl)-N-(1-((6-(3-hydroxypyrrolidin-1-yl)pyridin-3-yl)methyl)-1H-pyrazol-4-yl)pyrazine-2-carboxamide